tert-butyl (S)-(1-fluoro-3-(2-(7-hydroxy-1H-indol-2-yl)-1-methyl-5-oxo-1,5,7,8-tetrahydro-6H-imidazo[4,5-g]isoquinolin-6-yl)propan-2-yl)carbamate FC[C@H](CN1C(C=2C=C3C(=CC2CC1)N(C(=N3)C=3NC1=C(C=CC=C1C3)O)C)=O)NC(OC(C)(C)C)=O